BrC(C(=O)O)CCCCCCC(=O)O bromoazelaic acid